[1-(2-bromo-5-fluoro-phenyl)-4-piperidyl]oxy-tert-butyl-dimethyl-silane BrC1=C(C=C(C=C1)F)N1CCC(CC1)O[Si](C)(C)C(C)(C)C